ClC=1N=CC=C2C=NN(B(C12)O)C1=C(C=CC=C1)C(F)(F)F 8-Chloro-2-[o-(trifluoromethyl)phenyl]-1,2-dihydro-2,3,7-triaza-1-bora-1-naphthol